ClC1=C(C=C(C(=C1)C)C1=NN=C(N1)C1CC1)NC(=O)C=1C=NN2C1C=CC(=C2)F N-[2-Chloro-5-(5-cyclopropyl-4H-1,2,4-triazol-3-yl)-4-methylphenyl]-6-fluoropyrazolo[1,5-a]pyridine-3-carboxamide